2-((4-(6-((4-(cyclopropanecarbonyl)-2-methylbenzyl)oxy)pyridine-2-yl)piperidin-1-yl)methyl)-3-(oxetan-2-ylmethyl)-3H-imidazo[4,5-b]pyridine-5-carboxylic acid C1(CC1)C(=O)C1=CC(=C(COC2=CC=CC(=N2)C2CCN(CC2)CC2=NC=3C(=NC(=CC3)C(=O)O)N2CC2OCC2)C=C1)C